4-(piperidin-3-yl-2,4,5,6-d4)phenyl-2,3,5,6-d4-2H-indazole-7-carboxamide N1C(C(C(C(C1[2H])[2H])[2H])C1=C(C(=C(C(=C1[2H])[2H])N1N=C2C(=CC=CC2=C1)C(=O)N)[2H])[2H])[2H]